3-diphenylphosphinobenzenesulfonate sodium salt [Na+].C1(=CC=CC=C1)P(C=1C=C(C=CC1)S(=O)(=O)[O-])C1=CC=CC=C1